C(CC)C(C(=O)O)N(C)C propyl-N,N-dimethylaminoacetic acid